(R)-1-(octadecyloxy)-3-(triphenylmethoxy)propan-2-ol C(CCCCCCCCCCCCCCCCC)OC[C@H](COC(C1=CC=CC=C1)(C1=CC=CC=C1)C1=CC=CC=C1)O